O=C(C(=O)N)N1C(CC[C@@H](C1)C)C=1C=C2CCN(C(C2=CC1)(C)C)C |r| 2-oxo-2-[rac-(5S)-5-methyl-2-(1,1,2-trimethyl-3,4-dihydroisoquinolin-6-yl)-1-piperidyl]acetamide